C(C1=CC=CC=C1)C1=CC(=NO1)C(=O)N[C@H]1C2C(C3=C(N(C1=O)C)C=CC=C3)C2 5-benzyl-N-((2S)-4-methyl-3-oxo-1,1a,2,3,4,8b-hexahydrobenzo[b]cyclopropa[d]azepin-2-yl)isoxazole-3-carboxamide